O=C1N(C(C2=CC=CC=C12)=O)OS(=O)(=O)C(F)(F)F triflic acid 1,3-dioxoisoindolin-2-yl ester